C(C)C(CC)(CC)C 3-ethyl-3-methylpentane